FC=1C=C2C(N[C@]3(C(N(CC3)C)=O)C2=CC1)=O (S)-5-Fluoro-1'-methylspiro[isoindoline-1,3'-pyrrolidine]-2',3-dione